ethyl-2-[4,10-bis(2-tert-butoxy-2-oxoethyl)-1,4,7,10-tetraazacyclododecan-1-yl]-3-(4-ethoxy-phenyl)propanoate C(C)OC(C(CC1=CC=C(C=C1)OCC)N1CCN(CCNCCN(CC1)CC(OC(C)(C)C)=O)CC(=O)OC(C)(C)C)=O